NC[C@H](CC(=O)OC1=C2C(=CNC2=CC=C1)CCN(C([2H])([2H])[2H])C([2H])([2H])[2H])CC(C)C 3-(2-(bis(methyl-d3)amino) ethyl)-1H-indol-4-yl (S)-3-(aminomethyl)-5-methylhexanoate